(R)-7-chloro-8-hydroxy-3,5-dimethylisochroman-1-one ClC1=CC(=C2C[C@H](OC(C2=C1O)=O)C)C